N'-((1,3,5-triazine-2,4,6-triyl)tris(benzene-4,1-diyl))tris(1-(naphthalene-2-yl)methane) N1=C(N=C(N=C1C1=CC=C(C=C1)CC1=CC2=CC=CC=C2C=C1)C1=CC=C(C=C1)CC1=CC2=CC=CC=C2C=C1)C1=CC=C(C=C1)CC1=CC2=CC=CC=C2C=C1